Cl.NC\C=C(\CN1C(=NC2=C1C=CC=C2C2=CC=C(C=C2)S(=O)(=O)NC(C)(C)C)C(F)(F)F)/F (Z)-4-(1-(4-amino-2-fluorobut-2-en-1-yl)-2-(trifluoromethyl)-1H-benzo[d]imidazol-4-yl)-N-(tert-butyl)benzenesulfonamide Hydrochloride